FC1(CN(CCC1)CC1=CC=C(C=C1)C1=C(C(=C(C(=C1F)F)C=1C=C(C2=C(NC(=N2)C)C1)C(=O)O)F)F)F 6-(4'-((3,3-difluoropiperidin-1-yl)methyl)-2,3,5,6-tetrafluoro-[1,1'-biphenyl]-4-yl)-2-methyl-1H-benzo[d]imidazole-4-carboxylic acid